N-(2,6-dimethylphenyl)phthalimide CC1=C(C(=CC=C1)C)N2C(=O)C3=CC=CC=C3C2=O